Isopropenylethylene C(=C)(C)C=C